2-((2-(Dinonylamino)ethyl)(nonyl)amino)-1-(piperazin-1-yl)ethan-1-one C(CCCCCCCC)N(CCN(CC(=O)N1CCNCC1)CCCCCCCCC)CCCCCCCCC